3-[4-[8-chloro-7-[(2-methyl-3H-benzimidazol-5-yl)oxy]quinoxalin-2-yl]pyrazol-1-yl]-2,2-dimethyl-propanenitrile ClC=1C(=CC=C2N=CC(=NC12)C=1C=NN(C1)CC(C#N)(C)C)OC1=CC2=C(N=C(N2)C)C=C1